CC1(OC[C@@H](N1C(=O)OC(C)(C)C)C(C)(CC=C)C)C tert-butyl (S)-2,2-dimethyl-4-(2-methylpent-4-en-2-yl)oxazolidine-3-carboxylate